(1R,3S,5R)-2-(2-(4-amino-7-methoxy-6-methyl-9H-pyrimido[4,5-b]indol-9-yl)acetyl)-N-(6-bromopyridin-2-yl)-2-azabicyclo[3.1.0]hexane-3-carboxamide NC1=NC=NC=2N(C3=CC(=C(C=C3C21)C)OC)CC(=O)N2[C@@H]1C[C@@H]1C[C@H]2C(=O)NC2=NC(=CC=C2)Br